C[C@@]1(OC2=C(C(=C(C(=C2CC1)C)O)C)C)CCC[C@@H](CCC[C@@H](CCCC(C)C)C)C (2R)-2,5,7,8-tetramethyl-2-[(4R,8R)-4,8,12-trimethyltridecyl]-3,4-dihydrochromen-6-ol